Propargyl-sodium C(C#C)[Na]